C(#N)C1=CC(=C(C=C1)NS(=O)(=O)C1=CNC=C1CC1=CC(=CC(=C1)OC)F)F N-(4-cyano-2-fluorophenyl)-4-[(3-fluoro-5-methoxyphenyl)methyl]-1H-pyrrole-3-sulfonamide